(R)-2-(2,6-dioxopiperidin-3-yl)-5-(2-azaspiro[3.5]nonan-7-yl)-3,5-dihydro-1H-pyrrolo[3,4-c]pyridine-1,4(2H)-dione formate C(=O)O.O=C1NC(CC[C@H]1N1CC=2C(N(C=CC2C1=O)C1CCC2(CNC2)CC1)=O)=O